3-isopropyl-quinoline-6-carbaldehyde C(C)(C)C=1C=NC2=CC=C(C=C2C1)C=O